methyl 3-(3-bromo-5-fluorophenyl)-2-((methoxycarbonyl)amino)propionate BrC=1C=C(C=C(C1)F)CC(C(=O)OC)NC(=O)OC